CC=CC(=O)SCCNC(CCNC([C@@H](C(COP(OP(OC[C@@H]1[C@H]([C@H]([C@@H](O1)N1C=NC=2C(N)=NC=NC12)O)OP(=O)(O)O)(=O)O)(=O)O)(C)C)O)=O)=O methylacrylyl-CoA